9,9-dimethylfluorene-2,7-dicarboxylic acid CC1(C2=CC(=CC=C2C=2C=CC(=CC12)C(=O)O)C(=O)O)C